Rel-4-((2R,3S,5R)-3-(3,4-difluoro-2-hydroxyphenyl)-5-methyl-5-(trifluoromethyl)tetrahydrofuran-2-carboxamido)pyridineamide FC=1C(=C(C=CC1F)[C@H]1[C@@H](O[C@](C1)(C(F)(F)F)C)C(=O)NC1=CC(=NC=C1)C(=O)N)O |o1:8,9,11|